[Na].C(O)C(C(=O)O)(CC)CO 2,2-dimethylolbutyric acid sodium